1-methyl-4-(4,4,5,5-tetramethyl-1,3,2-dioxaborolan-2-yl)-1H-indole-6-carboxamide CN1C=CC2=C(C=C(C=C12)C(=O)N)B1OC(C(O1)(C)C)(C)C